C(CCCCCCC\C=C/CCCCCCCC)(=O)[O-].[K+].[Na+].C(CCCCCCC\C=C/CCCCCCCC)(=O)[O-] sodium potassium oleate